C(C)(C)(C)OC(=O)N[C@H](C(=O)O)CN1C(NC2=C1C=CC=C2)=O (S)-2-((tert-butoxycarbonyl)amino)-3-(2-oxo-2,3-dihydro-1H-benzo[d]imidazol-1-yl)propionic acid